C(C)(C)(C)N1N=C(N=N1)C(=O)NCC1(CCN(CC1)C=1C=2N(C=C(N1)C=1C=NN(C1)C)N=CC2)C 2-(tert-butyl)-N-((4-methyl-1-(6-(1-methyl-1H-pyrazol-4-yl)pyrazolo[1,5-a]pyrazin-4-yl)piperidin-4-yl)methyl)-2H-tetrazole-5-carboxamide